N-((S)-(7-((R*)-1-(2-(3,3-Difluorocyclobutyl)acetamido)-2-hydroxyethyl)imidazo[1,2-b]pyridazin-2-yl)(4,4-difluorocyclohexyl)methyl)-1-isopropyl-1H-pyrazole-5-carboxamide FC1(CC(C1)CC(=O)N[C@@H](CO)C1=CC=2N(N=C1)C=C(N2)[C@@H](NC(=O)C2=CC=NN2C(C)C)C2CCC(CC2)(F)F)F |o1:9|